C(C)OC(\C=C(/C)\C1=CC=C(C=C1)OC)=O (E)-3-(4-methoxyphenyl)but-2-enoic acid ethyl ester